(1R,2S,5S)-3-(2-((2-fluorophenyl)amino)-2-oxoacetyl)-6,6-dimethyl-N-((S)-3-oxo-1-((S)-2-oxopyrrolidin-3-yl)-4-(trifluoromethoxy)butan-2-yl)-3-azabicyclo[3.1.0]hexane-2-carboxamide FC1=C(C=CC=C1)NC(C(=O)N1[C@@H]([C@H]2C([C@H]2C1)(C)C)C(=O)N[C@@H](C[C@H]1C(NCC1)=O)C(COC(F)(F)F)=O)=O